(R)-2-Fluoro-4-(piperazin-1-yl)-N-(tetrahydrofuran-3-yl)benzamide FC1=C(C(=O)N[C@H]2COCC2)C=CC(=C1)N1CCNCC1